silan oxide [SiH4]=O